3-(3-(3-bromophenyl)oxetan-3-yl)-4-methyl-4H-1,2,4-triazole BrC=1C=C(C=CC1)C1(COC1)C1=NN=CN1C